3-((4-(4-(4-Bromo-2,3-difluorophenyl)piperazin-1-yl)-5-fluoro-2-methoxyphenyl)amino)piperidine-2,6-dione BrC1=C(C(=C(C=C1)N1CCN(CC1)C1=CC(=C(C=C1F)NC1C(NC(CC1)=O)=O)OC)F)F